(1R,3S)-3-(3-((E)-3-(2-(1,3-dioxolan-2-yl)-5-methoxy-3-((4-methoxy-benzyl)oxy)phenyl)acrylamido)-1H-pyrazol-5-yl)cyclopentyl isopropylcarbamate C(C)(C)NC(O[C@H]1C[C@H](CC1)C1=CC(=NN1)NC(\C=C\C1=C(C(=CC(=C1)OC)OCC1=CC=C(C=C1)OC)C1OCCO1)=O)=O